ClC1=C(C=CC2=C1C=C(O2)C(=O)O)N2CCN(CC2)CC2=C(C=CC=C2OC)Cl 4-chloro-5-[4-(2-chloro-6-methoxy-benzyl)-piperazin-1-yl]-benzofuran-2-carboxylic acid